OCCCCNC(C=C)=O N-(4-hydroxybutyl)acrylamide